COC1(CC=C(C(C2=CC=CC=C2)(C2=CC=CC=C2)OOC[C@@H]2[C@H]([C@H]([C@@H](O2)N2C=NC=3C(=O)NC(NC(C(C)C)=O)=NC23)O[Si](C)(C)C(C)(C)C)O)C=C1)OC 5'-O-(4,4-dimethoxytrityloxy)-2'-O-[(tert-butyl)dimethylsilyl]-N2-isobutyrylguanosine